C(=O)C1=C(C=C(C=C1)NC(OC(C)(C)C)=O)C(F)(F)F tert-butyl (4-formyl-3-(trifluoromethyl)phenyl)carbamate